(6-fluoro-2-(methylsulfonyl)isoindolin-5-yl)-6-methyl-8-(2,6-diazaspiro[3.4]oct-2-yl)pyrido[3,4-d]pyrimidin-2-amine FC1=C(C=C2CN(CC2=C1)S(=O)(=O)C)C=1C2=C(N=C(N1)N)C(=NC(=C2)C)N2CC1(C2)CNCC1